3-(3-methyl-pyridin-2-yl)-N-(5-(pyrrolidin-1-yl)pyridin-2-yl)-1,2,4-oxadiazol-5-amine CC=1C(=NC=CC1)C1=NOC(=N1)NC1=NC=C(C=C1)N1CCCC1